hydroxyisobutyl t-butyl peroxide C(C)(C)(C)OOC(C(C)C)O